C(CCCCCCCC)C1(CC(=NC=C1)C1=NC=CC=C1)CCCCCCCCC 4,4-dinonyl-2,2-bipyridine